1-cyclohexyl-3-(7-(6-(3-(piperidin-1-yl)propoxy)pyridin-3-yl)quinoxalin-2-yl)urea C1(CCCCC1)NC(=O)NC1=NC2=CC(=CC=C2N=C1)C=1C=NC(=CC1)OCCCN1CCCCC1